di-tert-butyl ((2S,4R)-5-(1,3-dioxoisoindolin-2-yl)-2-fluoropentane-1,4-diyl)dicarbamate O=C1N(C(C2=CC=CC=C12)=O)C[C@@H](C[C@@H](CNC(OC(C)(C)C)=O)F)NC(OC(C)(C)C)=O